C(#N)C1=CC=C(OC=2C=C(C=CC2)NC(=O)NC2=CC(=CC=C2)[N+](=O)[O-])C=C1 N-(3-(4-Cyanophenoxy)phenyl)-N'-(3-nitrophenyl)urea